FC(C/C(=C(\C=1C=C2C(=NN(C2=CC1)C1OCCCC1)F)/C=1C=CC(=NC1)O[C@@H]1CN(CCC1)C(=O)OC(C)(C)C)/C1=CC=CC=C1)(F)F Tert-butyl (3S)-3-((5-((Z)-4,4,4-trifluoro-1-(3-fluoro-1-(tetrahydro-2H-pyran-2-yl)-1H-indazol-5-yl)-2-phenylbut-1-en-1-yl)pyridin-2-yl)oxy)piperidine-1-carboxylate